Dimethyl 4,4'-methylenebis(benzoate) C(C1=CC=C(C(=O)OC)C=C1)C1=CC=C(C(=O)OC)C=C1